FC1=CC=C(C=C1)C=1C=C2C(=CC=NC2=CC1)NCC=1N=NC(=CC1)C 6-(4-Fluorophenyl)-N-((6-methylpyridazin-3-yl)methyl)chinolin-4-amin